((3aR,4R,6R,6aR)-6-(4-aminopyrrolo[2,1-f][1,2,4]triazin-7-yl)-6-cyano-2,2-dimethyltetrahydrofuro[3,4-d][1,3]dioxol-4-yl)methyl (2-chlorophenyl) (2-(undecyloxy)ethyl) phosphate P(=O)(OC[C@H]1O[C@@]([C@@H]2OC(O[C@@H]21)(C)C)(C#N)C2=CC=C1C(=NC=NN12)N)(OC1=C(C=CC=C1)Cl)OCCOCCCCCCCCCCC